O=C1NC(CCC1N1C(C2=CC=C(C=C2C1=O)CN1CCC(=CC1)C=1C2=C(N=C(N1)C)SC1=C2CCCC1)=O)=O 2-(2,6-dioxopiperidin-3-yl)-5-((4-(2-methyl-5,6,7,8-tetrahydrobenzo[4,5]thieno[2,3-d]pyrimidin-4-yl)-3,6-dihydropyridin-1(2H)-yl)methyl)isoindoline-1,3-dione